Ethylene carbonate C1(OCCO1)=O